BrCC(COP(=O)(OCC(CBr)(CBr)CBr)OCC(CBr)(CBr)CBr)(CBr)CBr tris(3-bromo-2,2-bis(bromomethyl)propyl)phosphate